C(C)(C)(C)C1=C(C(=CC(=C1)C)C1CCCCC1)O 2-t-butyl-4-methyl-6-cyclohexylphenol